Methyl-iso-butylketon CC(=O)CC(C)C